(S)-2-methoxy-5-(4-((1-(5-selenocyanopentanoyl)-3-pyrrolidinyl)amino)-6-quinazolinyl)nicotinonitrile COC1=C(C#N)C=C(C=N1)C=1C=C2C(=NC=NC2=CC1)N[C@@H]1CN(CC1)C(CCCC[Se]C#N)=O